NC1=C(C=CC=C1)NC(C1=CC=C(C=C1)CCCOC=1C=C(C=C2C(=NC=NC12)C)C=1C=NC(=C(C1)NS(=O)(=O)C1=C(C=C(C=C1)F)F)OC)=O N-(2-aminophenyl)-4-(3-((6-(5-((2,4-difluorophenyl)sulphonamido)-6-methoxypyridin-3-yl)-4-methylquinazolin-8-yl)oxy)propyl)benzamide